1,3-Oxazolidin-2-one O1C(NCC1)=O